OCC=1CCCC1 3-(hydroxymethyl)cyclopent-3-ene